n-succinimidyl-3-(2-pyridyldithio) butyrate CC(CC(=O)ON1C(=O)CCC1=O)SSC2=CC=CC=N2